4-(3-(tert-butylamino)-3-methylpyrrolidin-1-yl)-3-chloro-N-(2,4-dimethoxybenzyl)-2,6-difluoro-N-(6-fluoropyridin-2-yl)benzenesulfonamide C(C)(C)(C)NC1(CN(CC1)C1=C(C(=C(C(=C1)F)S(=O)(=O)N(C1=NC(=CC=C1)F)CC1=C(C=C(C=C1)OC)OC)F)Cl)C